C(C)(=O)C1=C(C=C(OCCOCCOCCNC(OCC2=CC=CC=C2)=O)C=C1)C(F)(F)F benzyl (2-(2-(2-(4-acetyl-3-(trifluoromethyl)phenoxy)ethoxy)ethoxy) ethyl)carbamate